(2R,3S,5R)-5-(6-amino-2-fluoropurin-9-yl)-3-[(tert-butyldimethylsilyl)oxy]-2-[[(tert-butyldiphenylsilyl)oxy]methyl]oxolane-2-carbaldehyde NC1=C2N=CN(C2=NC(=N1)F)[C@H]1C[C@@H]([C@@](O1)(C=O)CO[Si](C1=CC=CC=C1)(C1=CC=CC=C1)C(C)(C)C)O[Si](C)(C)C(C)(C)C